C(C)OC(CCC(=O)C1=NC2=CC(=CC=C2C(=C1O)Br)C1=CC=CC2=CC=CC=C12)=O 4-(4-bromo-3-hydroxy-7-naphthalen-1-yl-quinolin-2-yl)-4-oxo-butyric acid ethyl ester